N-(2-((2-(dimethylamino)ethyl)(methyl)amino)-5-((4-(1,5'-dimethyl-spiro[pyrrolidin-3,3'-pyrrolo[3,2-b]pyridin]-1'(2'H)-yl)pyrimidin-2-yl)amino)-4-methoxyphenyl)acrylamide CN(CCN(C1=C(C=C(C(=C1)OC)NC1=NC=CC(=N1)N1CC2(C3=NC(=CC=C31)C)CN(CC2)C)NC(C=C)=O)C)C